ClC=1C=CC2=C(N=C(O2)C2CC3(CC(C3)NC(=O)C3CN(CC3)S(=O)(=O)CC)C2)C1 N-[6-(5-chloro-1,3-benzoxazol-2-yl)spiro[3.3]heptan-2-yl]-1-ethylsulfonyl-pyrrolidine-3-carboxamide